NC1=NC(=CC(=N1)N)N 2,4,6-Triaminopyrimidine